6-chloro-3-oxo-1,2-dihydro-isoindole-5-carbaldehyde ClC1=C(C=C2C(NCC2=C1)=O)C=O